BrC=1C=C2C(=CC=NC2=CC1)NC=1C=C(C=C(C1)OC)C=1C=CC(N(C1)C)=O 5-(3-((6-bromoquinolin-4-yl)amino)-5-methoxyphenyl)-1-methylpyridin-2(1H)-one